C1(CC1)NC(C1=NC(=C(C=C1)N1CCN(CC1)CC1=CC=2C3=C(N(C(NC3=C1F)=O)CC)N=CN2)C)=O N-cyclopropyl-5-(4-((3-ethyl-9-fluoro-2-oxo-2,3-dihydro-1H-pyrimido[4,5,6-de]quinazolin-8-yl)methyl)piperazin-1-yl)-6-methylpicolinamide